O=C1C=2N(C(NC2N=C(N1)NC(C)=O)=O)CC(F)(F)F N-(6,8-Dioxo-7-(2,2,2-trifluoroethyl)-6,7,8,9-tetrahydro-1H-purin-2-yl)acetamide